C1=CC(=CC=C1F)S(=O)(=O)C2=CC=C(C=C2)F 4,4'-Difluorodiphenyl sulfone